tert-butyl 4-(4-((2-methoxyphenyl)amino)-5-(methylcarbamoyl)pyrimidin-2-yl)-1,4-diazepane-1-carboxylate COC1=C(C=CC=C1)NC1=NC(=NC=C1C(NC)=O)N1CCN(CCC1)C(=O)OC(C)(C)C